3-methoxy-N-[(1s,4s)-4-{[2-(trifluoromethyl)quinolin-4-yl]amino}cyclohexyl]pyridine-4-carboxamide COC=1C=NC=CC1C(=O)NC1CCC(CC1)NC1=CC(=NC2=CC=CC=C12)C(F)(F)F